(1S,5R)-3-(8-cyanoquinolin-5-yl)-N'-(tetrahydro-2H-pyran-4-carbonyl)-5-(trifluoromethyl)-3-azabicyclo[3.1.0]hexane-1-carboxylic acid hydrazide C(#N)C=1C=CC(=C2C=CC=NC12)N1C[C@@]2(C[C@@]2(C1)C(F)(F)F)C(=O)NNC(=O)C1CCOCC1